C(C)S(=O)(=O)C1=C(N=C2N1C=CC=C2)C(=O)N(C)OC 3-ethylsulfonyl-N-methoxy-N-methyl-imidazo[1,2-a]pyridine-2-carboxamide